[Cl-].C(CCCCCCCCCCC\C=C/CCCCCCCC)[N+](C)(CCO)CCO N-erucyl-N,N-bis(2-hydroxyethyl)-N-methyl-ammonium chloride